1-(1-(4-bromophenyl)-1H-1,2,3-triazol-4-yl)-2,2,2-trifluoroethan-1-ol BrC1=CC=C(C=C1)N1N=NC(=C1)C(C(F)(F)F)O